ClC1=C(C(=CC=C1F)O)[C@H]1CC(N(C1)CCCO)=S |r| rac-4-(2-chloro-3-fluoro-6-hydroxyphenyl)-1-(3-hydroxypropyl)pyrrolidine-2-thione